(S)-oxetan-2-ylmethanamine O1[C@@H](CC1)CN